N-[(6-cyano-2-fluoro-3-methoxyphenyl)methyl]-3-(methoxymethyl)-1-({4-[(2-oxopyridin-1-yl)methyl]phenyl}methyl)pyrazole-4-carboxamide C(#N)C1=CC=C(C(=C1CNC(=O)C=1C(=NN(C1)CC1=CC=C(C=C1)CN1C(C=CC=C1)=O)COC)F)OC